fluoroformonitrile FC#N